C(C)(=O)N1CC(C1)(C)N1C=C2C(=NN(C(C2=CC1=O)=O)C)Cl 6-(1-acetyl-3-methylazetidin-3-yl)-4-chloro-2-methylpyrido[3,4-d]pyridazine-1,7(2H,6H)-dione